(S)-4-(4-propenoylpiperazin-1-yl)-2-((4,4-difluoro-1-methylpyrrolidin-2-yl)methoxy)-8-((5-methyl-1H-indazol-4-yl)oxy)quinoline-3-carbonitrile C(C=C)(=O)N1CCN(CC1)C1=C(C(=NC2=C(C=CC=C12)OC1=C2C=NNC2=CC=C1C)OC[C@H]1N(CC(C1)(F)F)C)C#N